CC1=C(C=C(C=C1)C1[C@@H]2CN(C[C@H]12)C(=O)C1CC2(C1)NC(OC2)=O)OC(F)(F)F (2s,4S)-2-((1R,5S,6S)-6-(4-Methyl-3-(trifluoromethoxy)phenyl)-3-azabicyclo[3.1.0]hexan-3-carbonyl)-7-oxa-5-azaspiro[3.4]octan-6-on